3,6,10,14-tetramethylpentadecane-4,5-dien-2-one CC(C(C)=O)C=C=C(CCCC(CCCC(C)C)C)C